OC(CO)(CO)O 2,2-dihydroxyl-1,3-propanediol